FC1=CC=C(C=C1)[Si](CC)(CC)CC 1-fluoro-4-(triethylsilyl)benzene